CC=1C(=C2C=CC(=CC2=CC1)N)C#C[Si](C(C)C)(C(C)C)C(C)C 6-methyl-5-((triisopropylsilyl)ethynyl)naphthalen-2-amine